FC1=C(C(=CC=2NC([C@H](OC21)C)=O)C(F)(F)F)[N+](=O)[O-] (2R)-8-fluoro-2-methyl-7-nitro-6-(trifluoromethyl)-2,4-dihydro-1,4-benzoxazin-3-one